3-(4-(2-cyanoacetyl)-1H-pyrazole-1-yl)-3-Cyclopentyl-acrylonitrile C(#N)CC(=O)C=1C=NN(C1)C(=CC#N)C1CCCC1